COC1=C(C=C2C(=NC=NC2=C1)NC1=CC=C(OC2=C(C#N)C=CC=C2)C=C1)OCCCN1CCOCC1 (4-((7-methoxy-6-(3-morpholinopropoxy)quinazolin-4-yl)amino)phenoxy)benzonitrile